C(C)(C)[SiH](C=1C=C(C=C)C=CC1)C(C)C m-bis(isopropyl)silylstyrene